C(C)NC(C)CC N-ethyl-sec-butylamine